1-(2-(trifluoromethyl)-1'-((4-(trifluoromethyl)phenyl)sulfonyl)-2',3'-dihydro-1'H-spiro[cyclohexane-1,4'-quinolin]-6'-yl)ethan-1-one FC(C1CCCCC12CCN(C1=CC=C(C=C21)C(C)=O)S(=O)(=O)C2=CC=C(C=C2)C(F)(F)F)(F)F